(R,Z)-N'-((4-chlorophenyl)sulfonyl)-3-(4-fluorophenyl)-4-phenyl-N-((1S,3R)-3-sulfamoylcyclopentyl)-4,5-dihydro-1H-pyrazole-1-carboximidamide ClC1=CC=C(C=C1)S(=O)(=O)\N=C(\N[C@@H]1C[C@@H](CC1)S(N)(=O)=O)/N1N=C([C@@H](C1)C1=CC=CC=C1)C1=CC=C(C=C1)F